C(C)(C)(C)OC(C)(C)C.[Na] sodium tertiarybutyloxide